IC1=NN(C=C1)C1=CC=C(C#N)C=C1 4-(3-iodo-1H-pyrazol-1-yl)benzonitrile